(S)-5-Cyano-N-ethyl-N-(2,2,2-trifluoro-1-(2-methoxyphenyl)ethyl)pyridine-3-sulfonamide C(#N)C=1C=C(C=NC1)S(=O)(=O)N([C@H](C(F)(F)F)C1=C(C=CC=C1)OC)CC